phenyl-cyclopropyl sulfide C1(=CC=CC=C1)SC1CC1